FC(C1=CC=C(N=N1)CNC1CCC1)(F)F N-((6-(trifluoromethyl)pyridazin-3-yl)methyl)cyclobutanamine